methoxyethoxy-ethylmethacrylate COCCOC(=C(C(=O)[O-])C)CC